CC=1C2=C(N(N1)CC(C)(C)C)SC(=C2)C(=O)NC=2C=NC(=CC2)N2CCOCC2 3-methyl-N-(6-morpholinopyridin-3-yl)-1-neopentyl-1H-thieno[2,3-c]pyrazole-5-carboxamide